BrC=1C=CC2=C(N(N=N2)[C@@H](CF)C)C1 (R)-6-Bromo-1-(1-fluoropropan-2-yl)-1H-benzo[d][1,2,3]triazole